C(C(C)C)C=1NC=C(N1)C=O 2-ISOBUTYL-1H-IMIDAZOLE-4-CARBALDEHYDE